(5-(5-(5-methyl-4,5,6,7-tetrahydropyrazolo[1,5-a]pyrazin-3-yl)-1H-pyrrolo[2,3-b]pyridin-3-yl)pyrazolo[1,5-a]pyridin-3-yl)(4-methylpiperazin-1-yl)methanone CN1CC=2N(CC1)N=CC2C=2C=C1C(=NC2)NC=C1C1=CC=2N(C=C1)N=CC2C(=O)N2CCN(CC2)C